C(C)C(CCCCC)OC(CCCCCCCCN(CCCCC(=O)O)CCCCCCCCC(OC(CCCCC)CC)=O)=O 5-[bis[9-(1-ethylhexoxy)-9-oxo-nonyl]amino]pentanoic acid